2-hydroxy-2-methyl-1-[4-(2-hydroxyethoxy)phenyl]-1-butanone OC(C(=O)C1=CC=C(C=C1)OCCO)(CC)C